tert-butyl 2-(ethoxymethyl)-9,9-dimethyl-6-morpholinoacridine-10(9H)-carboxylate C(C)OCC1=CC=2C(C3=CC=C(C=C3N(C2C=C1)C(=O)OC(C)(C)C)N1CCOCC1)(C)C